C1(CC1)COC=1C=C(C=CC1OC(F)F)C1C[C@@H](N(C1)C(CC)=O)C(=O)NCC=1C(=NC=CC1)C(=O)N(C)C (((2R)-4-(3-(cyclopropylmethoxy)-4-(difluoromethoxy)phenyl)-1-propionylpyrrolidine-2-carboxamido)methyl)-N,N-dimethylpyridineamide